Cl.O=C1N(C(CC1)=O)C1=NN(C=C1C=1C2=C(N=CN1)N(C=C2)COCC[Si](C)(C)C)C2(CNC2)CC#N 2-{3-[3-(2,5-Dioxopyrrolidin-1-yl)-4-(7-{[(trimethylsilyl)ethoxy]methyl}-7H-pyrrolo[2,3-d]pyrimidin-4-yl)-1H-pyrazol-1-yl]azetidin-3-yl}acetonitrile hydrochloride